FC=1C(=CC=C2C=CC(=NC12)C1=CC=CC=C1)C1=NN2C(NCCC23CC(C3)(C)O)=C1C(=O)N 2'-(8-Fluoro-2-phenylquinolin-7-yl)-3-hydroxy-3-methyl-5',6'-dihydro-4'H-spiro[cyclobutane-1,7'-pyrazolo[1,5-a]pyrimidine]-3'-carboxamide